CNCC1=C(C=CC=C1)C1=CC=C(S1)[C@@H](C)NC(=O)C1=NN(C(C2=C1SC=C2)=O)C=2C=NN(C2)C N-[(1R)-1-[5-[2-(methylaminomethyl)phenyl]-2-thienyl]ethyl]-5-(1-methylpyrazol-4-yl)-4-oxo-thieno[2,3-d]pyridazine-7-carboxamide